4-aminoethylcyclohexanol NCCC1CCC(CC1)O